15-pentadecanolide C1(CCCCCCCCCCCCCCO1)=O